3-Fluoro-5-iodo-2-(2,2,2-tri-fluoroethoxy)pyridine FC=1C(=NC=C(C1)I)OCC(F)(F)F